ClC1=CC2=C(N(C(C(N2C)=O)=O)C2CCC(CC2)NC2=CC=C(C=C2)OC(F)(F)F)N=C1 7-chloro-1-methyl-4-(4-((4-(trifluoromethoxy)phenyl)amino)cyclohexyl)-1,4-dihydropyrido[2,3-b]pyrazine-2,3-dione